nonanyl butyrate C(CCC)(=O)OCCCCCCCCC